2-morpholino-4-(3-pyrazol-1-ylphenyl)-6-(3-pyridylamino)pyrimidine-5-carboxylic acid O1CCN(CC1)C1=NC(=C(C(=N1)C1=CC(=CC=C1)N1N=CC=C1)C(=O)O)NC=1C=NC=CC1